C(C)(C)(C)OC(NC1CNCCC1)=O piperidin-3-yl-carbamic acid tert-butyl ester